FC(C=1C=C(C=C(C1)C(F)(F)F)PC1=CC(=CC(=C1)C(F)(F)F)C(F)(F)F)(F)F bis(3,5-bis(trifluoromethyl)phenyl)phosphine